(5-(5-chloro-2-methoxypyridin-4-yl)-1H-pyrazole-3-carbonyl)-N-((1-methyl-1H-indol-5-yl)methyl)piperidine-4-carboxamide ClC=1C(=CC(=NC1)OC)C1=CC(=NN1)C(=O)N1CCC(CC1)C(=O)NCC=1C=C2C=CN(C2=CC1)C